C(C=CCCCC)=O hept-2-enal